FC1(CN(CC[C@H]1NC1=NN2C(C(=N1)OC)=C(C=C2)C2=CC=1N(C=C2)N=CC1C(=O)NC)C)F (R)-5-(2-((3,3-difluoro-1-methylpiperidin-4-yl)amino)-4-methoxypyrrolo[2,1-f][1,2,4]triazin-5-yl)-N-methylpyrazolo[1,5-a]pyridine-3-carboxamide